2-(2-chlorophenyl)-2-propanol ClC1=C(C=CC=C1)C(C)(C)O